6-chloro-2-(2-methoxypyrimidin-4-yl)-1-((2-(trimethylsilyl)ethoxy)methyl)-1H-pyrrolo[3,2-c]Pyridine ClC1=CC2=C(C=N1)C=C(N2COCC[Si](C)(C)C)C2=NC(=NC=C2)OC